quinolone cyanoacetate C(#N)CC(=O)O.N1C(C=CC2=CC=CC=C12)=O